(S)-2-(3-fluoro-6-(3-methyl-1-(4-methyl-4H-1,2,4-triazol-3-yl)cyclobutyl)-1-tosyl-1H-indol-4-yl)-6-((3-methylpiperidin-1-yl)methyl)-4-(trifluoromethyl)isoindol-1-one FC1=CN(C2=CC(=CC(=C12)N1C(C2=CC(=CC(=C2C1)C(F)(F)F)CN1C[C@H](CCC1)C)=O)C1(CC(C1)C)C1=NN=CN1C)S(=O)(=O)C1=CC=C(C)C=C1